BrC=1C=C(NC2(CCC3(C4=CC(=CC=C4CC34CCCC4)OC)CC2)C(=O)O)C=CC1 (1r,4r)-4-(3-bromoanilino)-6'-methoxy-3'H-dispiro[cyclohexane-1,1'-indene-2',1''-cyclopentane]-4-carboxylic acid